1-(4-fluoro-7-nitroindolin-1-yl)ethan-1-one FC1=C2CCN(C2=C(C=C1)[N+](=O)[O-])C(C)=O